O=C1NC(CCC1C=1C=CC(=NC1)CN1CCC(CC1)N1N=C2C=C(C(=CC2=C1)NC(C1=CN=C(C=C1)C(F)(F)F)=O)C(C)(C)O)=O N-(2-(1-((5-(2,6-dioxopiperidin-3-yl)pyridin-2-yl)methyl)piperidin-4-yl)-6-(2-hydroxypropan-2-yl)-2H-indazol-5-yl)-6-(trifluoromethyl)nicotinamide